COC1=CC=C(C=N1)[C@H]1C[C@H]([C@H]2[C@@H]1OC(O2)(C)C)N2C=CC1=C2N=C(N=C1N)Cl 7-[(3aS,4R,6R,6aR)-6-(6-methoxypyridin-3-yl)-2,2-dimethyl-tetrahydro-3aH-cyclopenta[d][1,3]dioxol-4-yl]-2-chloropyrrolo[2,3-d]pyrimidin-4-amine